ClC1=NC=C(C(=N1)NCC1=CC=C(C=C1)N1N=C(C=C1C)C(F)(F)F)N 2-chloro-N4-(4-(5-methyl-3-(trifluoromethyl)-1H-pyrazol-1-yl)benzyl)pyrimidine-4,5-diamine